tert-butyl N-[(1R,2R)-2-[[5-[2-hydroxy-6-methyl-4-(trifluoromethyl)phenyl]oxazolo[4,5-b]pyridin-2-yl]amino]cyclopropyl]carbamate OC1=C(C(=CC(=C1)C(F)(F)F)C)C1=CC=C2C(=N1)N=C(O2)N[C@H]2[C@@H](C2)NC(OC(C)(C)C)=O